[OH-].[Na+].[Cl+].[OH-] chlorine Sodium Hydroxide